sodium methylenedisulfonate C(S(=O)(=O)[O-])S(=O)(=O)[O-].[Na+].[Na+]